anti-Trinitrophenol [N+](=O)([O-])C1=C(C(=C(C=C1)O)[N+](=O)[O-])[N+](=O)[O-]